OC(CCCCCCCCCCCCC(=O)O)CC=CCCCCCCC 14-Hydroxy-tetracos-16-enoic acid